OCCCN(C(OC(C)(C)C)=O)CCC1=CC=C(C=C1)C(F)(F)F tert-butyl (3-hydroxypropyl)(4-(trifluoromethyl) phenethyl)carbamate